ClC=1C=C(C=CC1)C=1OC(=C(N1)C(=O)NCCN(C)C)C1=C(C=CC=C1)[N+](=O)[O-] (3-chlorophenyl)-N-(2-(dimethylamino)ethyl)-5-(2-nitrophenyl)oxazole-4-carboxamide